6'-(methoxymethoxy)-2',3'-dihydrospiro[cyclohexane-1,1'-indene]-4-carboxylate COCOC1=CC=C2CCC3(C2=C1)CCC(CC3)C(=O)[O-]